CN(C1=CC2=C(C(=N1)C#N)CNC2=O)C(C)C 6-[methyl(propan-2-yl)amino]-1-oxo-2,3-dihydro-1H-pyrrolo[3,4-c]pyridine-4-carbonitrile